C(C=C)(=O)OCCOCCOC=C 2-(2'-vinyloxyethoxy)ethyl acrylate